ClC1=C(C=C(C=C1)CC(=O)O)\C=C\OCC 2-[4-chloro-3-[(E)-2-ethoxyvinyl]phenyl]acetic acid